tert-butyl (R)-(2-(((3-(5-chloro-2-((6-fluoro-2-methylpyridin-3-yl)oxy)-4-(trifluoromethyl)benzamido)phenyl)(methyl)(oxo)-λ6-sulfaneylidene)amino)-2-oxoethyl)carbamate ClC=1C(=CC(=C(C(=O)NC=2C=C(C=CC2)[S@](=O)(C)=NC(CNC(OC(C)(C)C)=O)=O)C1)OC=1C(=NC(=CC1)F)C)C(F)(F)F